1-(2,4-dimethylOxyphenyl)methylamine COC1=C(C=CC(=C1)OC)CN